5-bromo-2-ethyl-2H-pyrazolo[4,3-b]pyridin-3-amine BrC=1C=CC=2C(N1)=C(N(N2)CC)N